FC1=CC(=C(C=C1)C1=NC=CC2=C1CN(C2=O)C2=CC=C(C(=O)N(C)C)C=C2)OCC(F)(F)F 4-{4-[4-fluoro-2-(2,2,2-trifluoroethoxy)phenyl]-1-oxo-1,3-dihydro-2H-pyrrolo[3,4-c]pyridin-2-yl}-N,N-dimethylbenzamide